2-ethyl-N-((1r,4r)-4-((3-(6-(methylcarbamoyl)pyridin-3-yl)-2-oxo-2,3-dihydro-1H-benzo[d]imidazol-1-yl)methyl)cyclohexyl)-2H-indazole-3-carboxamide C(C)N1N=C2C=CC=CC2=C1C(=O)NC1CCC(CC1)CN1C(N(C2=C1C=CC=C2)C=2C=NC(=CC2)C(NC)=O)=O